FC1=CC=C(C(=O)N[C@H](C(=O)NC2CCN(CC2)C(=O)OC(C)(C)C)CC2=CC=CC=C2)C=C1 tert-butyl (S)-4-(2-(4-fluorobenzamido)-3-phenylpropanamido)piperidine-1-carboxylate